6-fluoro-3,4-dihydro-1H-[1,4]oxazin FC1=CNCCO1